6-(4-amino-2-fluorophenyl)-1-benzylpyridin-2(1H)-one NC1=CC(=C(C=C1)C1=CC=CC(N1CC1=CC=CC=C1)=O)F